NN1C(=C(C(=C1)Br)C1=NC=CC=C1)C(=O)O 1-amino-4-bromo-3-(pyridin-2-yl)-1H-pyrrole-2-carboxylic acid